3-Isopropyl-1-methyl-5,6-diphenyl-2-hydroxypyrazine C(C)(C)C=1C(N(C(=C(N1)C1=CC=CC=C1)C1=CC=CC=C1)C)O